CC(CCCCC)CCCCCCCCCCCC 6-Methyl-octadecane